C1=C(C=CC2=CC(=CC=C12)C(=O)O)C1=CC2=CC=C(C=C2C=C1)C(=O)O 2,2'-binaphthyl-6,6'-dicarboxylic acid